N-(5-(2,6-dimethylmorpholino)-4'-((4-(3-hydroxytetrahydrofuran-3-yl)-6-(methylsulfonyl)pyridin-2-yl)amino)-[2,3'-bipyridin]-6'-yl)acetamide CC1OC(CN(C1)C=1C=CC(=NC1)C=1C=NC(=CC1NC1=NC(=CC(=C1)C1(COCC1)O)S(=O)(=O)C)NC(C)=O)C